dimethylsilanediyl-(4-(4-(tert-butyl)phenyl)-2-methyl-1H-inden-1-yl)(4-(4-(tert-butyl)phenyl)-2-isopropyl-1H-inden-1-yl)zirconium dichloride [Cl-].[Cl-].C[Si](=[Zr+2](C1C(=CC2=C(C=CC=C12)C1=CC=C(C=C1)C(C)(C)C)C(C)C)C1C(=CC2=C(C=CC=C12)C1=CC=C(C=C1)C(C)(C)C)C)C